ClC1=C(C=C(C=C1)N1CC(N(CC1)CC=1C=C(C=CC1C(F)(F)F)N1CCN(CCC1)C)C)C(F)(F)F 1-(3-((4-(4-chloro-3-(trifluoromethyl)phenyl)-2-methylpiperazin-1-yl)methyl)-4-(trifluoromethyl)phenyl)-4-methyl-1,4-diazepane